O1C(=NC2=C1C=CC=C2)C2(CCN(CC2)C(=O)N[C@H]2C(CCC[C@@H]2N2CCN(CC2)C(C)C)(F)F)C |r| rac-4-(1,3-Benzooxazol-2-yl)-N-{(1R,6S)-2,2-difluoro-6-[4-(propan-2-yl)piperazin-1-yl]cyclohexyl}-4-methylpiperidine-1-carboxamide